(S)-6-(((1-(1-(difluoromethyl)cyclopropyl)-1H-1,2,3-triazol-4-yl)(isoquinolin-8-yl)methyl)amino)-4-(neopentylamino)quinoline-3,8-dicarbonitrile FC(C1(CC1)N1N=NC(=C1)[C@H](C=1C=CC=C2C=CN=CC12)NC=1C=C2C(=C(C=NC2=C(C1)C#N)C#N)NCC(C)(C)C)F